C1(CCCC1)P(CCCC)CCCC cyclopentyl-dibutylphosphine